[Ti].[Pb] lead-titanium